CS(=O)(=O)N1CC(CC1)O 1-(methylsulfonyl)pyrrolidin-3-ol